N-(2-methyl-6-morpholino-2,3-dihydrobenzofuran-5-yl)pyrazolo[1,5-a]pyrimidine-3-carboxamide CC1OC2=C(C1)C=C(C(=C2)N2CCOCC2)NC(=O)C=2C=NN1C2N=CC=C1